Cl.N1=CN=C(C=C1)NC1=CC=C(CC[C@@H]2N=C(OC2)N)C=C1 (S)-4-(4-(Pyrimidin-4-ylamino)phenethyl)-4,5-dihydrooxazol-2-amine hydrochloride